Tri(perfluoropentyl)amin FC(C(C(C(C(F)(F)F)(F)F)(F)F)(F)F)(F)N(C(C(C(C(C(F)(F)F)(F)F)(F)F)(F)F)(F)F)C(C(C(C(C(F)(F)F)(F)F)(F)F)(F)F)(F)F